C[N+](CCCCCCC[N+](C)(C)C)(C)C heptamethylenebis(trimethylammonium)